4-chloro-N-(2-(2,6-dioxopiperidin-3-yl)-1,3-dioxoisoindolin-5-yl)-3-(trifluoro-methyl)benzene-sulfonamide ClC1=C(C=C(C=C1)S(=O)(=O)NC=1C=C2C(N(C(C2=CC1)=O)C1C(NC(CC1)=O)=O)=O)C(F)(F)F